2-methoxy-3-piperazin-1-yl-quinoxaline COC1=NC2=CC=CC=C2N=C1N1CCNCC1